7-(4-bromo-3-chloro-benzoyl)-3-oxo-N-[(2-pyrimidin-2-ylphenyl)methyl]-2-[4-(2,2,2-trifluoroethoxy)phenyl]-6,8-dihydro-5H-imidazo[1,5-a]pyrazine-1-carboxamide BrC1=C(C=C(C(=O)N2CC=3N(CC2)C(N(C3C(=O)NCC3=C(C=CC=C3)C3=NC=CC=N3)C3=CC=C(C=C3)OCC(F)(F)F)=O)C=C1)Cl